CC1(C2=CC=CC=C2C(C=2C(C=CC(C12)=O)=O)(C)C)C 9,9,10,10-Tetramethyl-9,10-dihydroanthracen-1,4-dion